(2,4-difluorophenyl)-2-chloroacetamide FC1=C(C=CC(=C1)F)C(C(=O)N)Cl